C1(CC1)S(=O)(=O)NCC(CC1=CC=C(C=C1)C)N1C(N(C2=C1C=CC=C2)CC2=CC=C(C=C2)C)=NC(OC(C)(C)C)=O tert-butyl (1-(1-(cyclopropanesulfonamido)-3-(p-tolyl)propan-2-yl)-3-(4-methylbenzyl)-1,3-dihydro-2H-benzo[d]imidazol-2-ylidene)carbamate